(4,6-dichloro-3-quinolinyl)-morpholino-methanone ClC1=C(C=NC2=CC=C(C=C12)Cl)C(=O)N1CCOCC1